N1N=C(N=C1)[C@@]12CN(C[C@]2(C1)C(F)(F)F)C1=C2C=CC=NC2=C(C=C1)C#N 5-((1S,5R)-1-(1H-1,2,4-triazol-3-yl)-5-(trifluoromethyl)-3-azabicyclo[3.1.0]hexane-3-yl)quinoline-8-carbonitrile